ClC=1C(=CC2=C(C[C@@](O2)([C@H]2NCCC2)C2=CC=CC=C2)C1C=1C(=CC2=C(C1F)OCC1=NN(C=C12)C)C(=O)N)F (S)-7-((S)-5-Chloro-6-fluoro-2-phenyl-2-((S)-pyrrolidin-2-yl)-2,3-dihydrobenzofuran-4-yl)-6-fluoro-2-methyl-2,4-dihydrochromeno[3,4-c]pyrazole-8-carboxamide